2,2-bis(4-hydroxyphenyl)ethane ethyl-N-(2,3-di(tetradecanoxy)propyl)carbamate C(C)OC(NCC(COCCCCCCCCCCCCCC)OCCCCCCCCCCCCCC)=O.OC1=CC=C(C=C1)C(C)C1=CC=C(C=C1)O